3-[3-(2-Ethylpyrazol-3-yl)-5-(4-methylsulfonylpiperazin-1-yl)pyrazolo[1,5-a]pyrimidin-2-yl]benzonitrile C(C)N1N=CC=C1C=1C(=NN2C1N=C(C=C2)N2CCN(CC2)S(=O)(=O)C)C=2C=C(C#N)C=CC2